(2S,4R)-4-[3-[1-(2,6-dioxo-3-piperidyl)-3-methyl-2-oxo-benzimidazol-5-yl]propoxy]pyrrolidine-2-carboxylic acid O=C1NC(CCC1N1C(N(C2=C1C=CC(=C2)CCCO[C@@H]2C[C@H](NC2)C(=O)O)C)=O)=O